2,3-bis(methoxycarbonyl)-1-naphthol COC(=O)C1=C(C2=CC=CC=C2C=C1C(=O)OC)O